cobalt nickel copper manganese aluminum [Al].[Mn].[Cu].[Ni].[Co]